BrCC=1C=CC(=C(C#N)C1)N1N=CN=C1 5-(bromomethyl)-2-(1H-1,2,4-triazol-1-yl)benzonitrile